C1=CC2=C(C=C1C(=O)O)C(=O)OC2=O trimellitic anhydride